C(C)(C)OC(CSCC1=CNC(O1)=O)COC(C)C 5-[(2,3-diisopropyloxypropylthio)methyl]oxazol-2(3H)-one